ClC1=C(C=C(C=C1)NC(=O)N1C2CC(CC1(C2)C=2OC(=NN2)C=O)C)C2=NN(C=N2)C cis-N-(4-chloro-3-(1-methyl-1H-1,2,4-triazol-3-yl)phenyl)-1-(5-formyl-1,3,4-oxadiazol-2-yl)-3-methyl-6-azabicyclo[3.1.1]heptane-6-carboxamide